5-(5-((3,6-difluoro-4-oxo-4,5-dihydropyrazolo[1,5-a]quinoxalin-7-yl)methyl)-5,6-dihydropyrrolo[3,4-c]pyrazol-2(4H)-yl)-N-cyclopropylpicolinamide FC=1C=NN2C1C(NC1=C(C(=CC=C21)CN2CC1=NN(C=C1C2)C=2C=CC(=NC2)C(=O)NC2CC2)F)=O